2,7-diethyl-9,10-bis(n-propyloxycarbonyl)anthracene C(C)C1=CC2=C(C3=CC(=CC=C3C(=C2C=C1)C(=O)OCCC)CC)C(=O)OCCC